C(C)(=O)C1=CC=C(C=C1)SC1=CC=C(C=C1)[S+](C1=CC=C(C=C1)SC1=CC=C(C=C1)C(C)=O)C1=CC=C(C=C1)SC1=CC=C(C=C1)C(C)=O tris(4-((4-acetylphenyl)thio)phenyl)-sulfonium